(3S)-3-(1-piperidinyl)piperidine-1-carboxylic acid tert-butyl ester C(C)(C)(C)OC(=O)N1C[C@H](CCC1)N1CCCCC1